N-((5-fluoro-2,3-dihydrobenzofuran-4-yl)methyl)-8-(5-(4-morpholinopiperidin-1-yl)-[1,2,4]triazolo[1,5-a]pyridin-8-yl)-[1,2,4]triazolo[4,3-c]pyrimidin-5-amine FC=1C=CC2=C(CCO2)C1CNC1=NC=C(C=2N1C=NN2)C=2C=1N(C(=CC2)N2CCC(CC2)N2CCOCC2)N=CN1